3-(4-(cyclohexyloxy)pyridin-2-yl)-N-(5-(trifluoromethyl)pyridin-2-yl)-1,2,4-thiadiazol-5-amine C1(CCCCC1)OC1=CC(=NC=C1)C1=NSC(=N1)NC1=NC=C(C=C1)C(F)(F)F